ClC1=C(C(=CC=C1)Cl)N1N=C(C(=C1)NC1=CN=C2N1N=CC=C2)C(=O)N 1-(2,6-dichlorophenyl)-4-(imidazo[1,2-b]pyridazin-3-ylamino)-1H-pyrazole-3-carboxamide